(1S,3R)-1-(2,6-difluoro-4-((1-(3-fluoropropyl) azetidin-3-yl) amino) phenyl)-2-(4-fluorophenyl)-3-methyl-1,2,3,4-tetrahydroisoquinolin-6-yl trifluoromethanesulfonate FC(S(=O)(=O)OC=1C=C2C[C@H](N([C@@H](C2=CC1)C1=C(C=C(C=C1F)NC1CN(C1)CCCF)F)C1=CC=C(C=C1)F)C)(F)F